3-bromo-1-(4-(pentafluoro-lambda6-sulfanyl)phenyl)-1H-indazole-4-carboxylic acid methyl ester COC(=O)C=1C=2C(=NN(C2C=CC1)C1=CC=C(C=C1)S(F)(F)(F)(F)F)Br